BrC1=C(C=C2C(=CC(N(C2=C1)C1=C(C=CC=C1C)C(C)C)=C=O)N1CCN(CC1)C(=O)[O-])F 4-(7-Bromo-6-fluoro-1-(2-isopropyl-6-methylphenyl)-2-carbonyl-1,2-dihydroquinoline-4-yl)piperazine-1-carboxylate